3-(1H-tetrazol-1-yl)propane-1-sulfonyl chloride N1(N=NN=C1)CCCS(=O)(=O)Cl